FC(C1CCC(CC1)O)(F)F 4-Trifluoromethyl-1-hydroxy-cyclohexane